O1CCOC12OCCC2 1,4,6-Trioxaspiro[4.4]Nonane